(5S)-5-amino-1'-[7-(2,3-difluorophenyl)-6-methyl-pyrazolo[1,5-a]pyrazin-4-yl]spiro[5,7-dihydrocyclopenta[b]pyridine-6,4'-piperidine]-2-ol hydrochloride Cl.N[C@@H]1C=2C(=NC(=CC2)O)CC12CCN(CC2)C=2C=1N(C(=C(N2)C)C2=C(C(=CC=C2)F)F)N=CC1